(1S,3Z)-3-[(2E)-2-[(1R,3aS,7aR)-1-[(1R,4S)-4-ethyl-1,5-dimethylhexyl]-7a-methyl-2,3,3a,5,6,7-hexahydro-1H-inden-4-ylidene]ethylidene]-4-methylene-1-cyclohexanol C(C)[C@@H](CC[C@@H](C)[C@H]1CC[C@H]2\C(\CCC[C@]12C)=C\C=C/1\C[C@H](CCC1=C)O)C(C)C